[W].[Sn] stannum-tungsten